C1=CC=CC=2C3=CC=CC=C3C(C12)COC(=O)NS(=O)C1=C(OCCCCCN(C(OCCCC)=O)C2CCC(CC2)(F)F)C=C(C=C1)C Butyl (5-(2-(((((9H-fluoren-9-yl)methoxy)carbonyl)amino)sulfinyl)-5-methylphenoxy)pentyl)(4,4-difluorocyclohexyl)carbamate